(R)-N-(4,4-difluoro-1-methylpyrrolidin-3-yl)-5-(1-(2,2-difluoroethyl)-2-methyl-1H-benzo[d]imidazol-6-yl)-4-methoxypyrrolo[2,1-f][1,2,4]triazin-2-amine FC1([C@@H](CN(C1)C)NC1=NN2C(C(=N1)OC)=C(C=C2)C=2C=CC1=C(N(C(=N1)C)CC(F)F)C2)F